(S)-5-(2-(aminooxy)-3-(tert-butoxy)-3-oxopropoxy)-2-(3-((tert-butoxycarbonyl)-amino)propyl)-1-methyl-2H-indazol-1-ium NO[C@@H](COC1=CC2=CN([N+](=C2C=C1)C)CCCNC(=O)OC(C)(C)C)C(=O)OC(C)(C)C